7-[(5-Chloropyrimidine-2-yl)oxy]-3-methoxy-1-{2-[3-(trifluoromethyl)-1H-pyrazole-1-yl]ethyl}-1H-indazole ClC=1C=NC(=NC1)OC=1C=CC=C2C(=NN(C12)CCN1N=C(C=C1)C(F)(F)F)OC